ClC1=CC=C2C(=NC(=NC2=C1)C)S 7-chloro-2-methylquinazoline-4-thiol